4-((5-(4-(aminomethyl)-4-methylpiperidin-1-yl)pyrazin-2-yl)thio)-3-chloroaniline NCC1(CCN(CC1)C=1N=CC(=NC1)SC1=C(C=C(N)C=C1)Cl)C